FC1=C(COC2=C(C=CC=C2)C2=NC(=NC=C2)N)C=CC(=C1)F 4-{2-[(2,4-difluorobenzyl)oxy]Phenyl}pyrimidin-2-amine